N=1N=C(NC1)NC(C(=C)C)=O N-(4H-1,2,4-triazol-3-yl)methacrylamide